5-(2-Chloro-4-methoxybenzyl)-3-cyclopropyl-4-oxo-4,5,6,7-tetrahydropyrazolo[1,5-a]pyrazine-2-carboxylic acid (5-difluoromethyl-[1,3,4]thiadiazol-2-yl) amide FC(C1=NN=C(S1)NC(=O)C1=NN2C(C(N(CC2)CC2=C(C=C(C=C2)OC)Cl)=O)=C1C1CC1)F